zinc sulfur phosphate salt P(=O)([O-])([O-])[O-].[S+2].[Zn+2]